CN(C)\C=C/1\CN(CC1=O)C(=O)OC(C)(C)C 1-(Z)-tert-butyl 3-((dimethylamino)methylene)-4-oxopyrrolidine-1-carboxylate